The molecule is a diterpenoid that is a macrolide isolated from the Fijian red alga Callophycus serratus. It has been found to exhibit moderate cytotoxicity against several human tumour cell lines via specific apotopic cell death. It also displays anti-HIV, antibacterial, antifungal and antimalarial activity. It has a role as a metabolite, an antineoplastic agent, an antibacterial agent, an antifungal agent, an antimalarial and an anti-HIV agent. It is a member of phenols, an organobromine compound, a tertiary alcohol, a diterpenoid and a macrolide. CC1=C2CC3=C(C=CC(=C3)C(=O)O[C@@H](CC[C@]([C@@H](CC[C@@]2([C@H](CC1)Br)C)Br)(C)O)C(C)(C)Br)O